4-[(7-hydroxy-7-methyl-5,6-dihydrocyclopenta[b]pyridin-2-yl)amino]-2-[4-(4-methylpiperazin-1-yl)anilino]pyrimidine-5-carbonitrile OC1(CCC=2C1=NC(=CC2)NC2=NC(=NC=C2C#N)NC2=CC=C(C=C2)N2CCN(CC2)C)C